CN(C)C(N(C)C)=[N+]1N=NC2=NC=CC=C21 [bis(dimethylamino)-methylene]-1H-1,2,3-triazolo[4,5-b]pyridinium